NCC1=C(CCCC1)CN 1,2-bis(aminomethyl)cyclohexaneN